1-acetoxyacetone C(C)(=O)OCC(=O)C